N[C@H]1C[C@H](OC[C@@H]1O)C(=O)N1[C@H](C2=CC=CC=C2CC1)C1=CC=C(C=C1)F ((2S,4S,5R)-4-amino-5-hydroxytetrahydro-2H-pyran-2-yl)((S)-1-(4-fluorophenyl)-3,4-dihydroisoquinolin-2(1H)-yl)methanone